BrC=1C(=NC(=CC1)C(=O)OC)OCC1N(CCN(C1)C(=O)OCC1=CC=CC=C1)C(=O)OC(C)(C)C 4-benzyl 1-tert-butyl 2-({[3-bromo-6-(methoxycarbonyl)pyridin-2-yl]oxy}methyl)piperazine-1,4-dicarboxylate